N1N=CC(=C1)N(C(C=CC1=CC=CC=C1)=O)CC=1SC=CC1 N-(1H-pyrazol-4-yl)-N-(thiophen-2-ylmethyl)cinnamamide